CC(CC)N(CCC(=O)N)C(C)CC 3-(bis(2-n-butyl)amino)propionamide